4-isocyanatomethyl-1,8-octanediic acid N(=C=O)CC(CCC(=O)O)CCCC(=O)O